triethylene glycol e-n-butyl ether C(CCC)OCCOCCOCCO